FC(C1CC(CC(C1)C(F)(F)F)C(F)(F)F)(F)F 1,3,5-tri(trifluoromethyl)cyclohexane